O=C1NC(CCC1N1C(C2=CC=C(C=C2C1=O)N1CCC(CC1)CN1CCC(CC1)(CN1CCN(CC1)C1=NC=CC(=C1)C1=NNC2=CC=C(C=C12)OC1(CC1)C)F)=O)=O 2-(2,6-dioxo-3-piperidyl)-5-[4-[[4-fluoro-4-[[4-[4-[5-(1-methylcyclopropoxy)-1H-indazol-3-yl]-2-pyridyl]piperazin-1-yl]methyl]-1-piperidyl]methyl]-1-piperidyl]isoindoline-1,3-dione